2-Bromo-5-((6-methylpyridin-2-yl)oxy)benzonitrile BrC1=C(C#N)C=C(C=C1)OC1=NC(=CC=C1)C